tert-butyl 6-[4-[2-(2-methoxyethoxy)phenyl]-3-(trifluoromethylsulfonyloxy)-6,7-dihydro-5H-cyclopenta[c]pyridin-1-yl]-3,4-dihydro-1H-isoquinoline-2-carboxylate COCCOC1=C(C=CC=C1)C=1C2=C(C(=NC1OS(=O)(=O)C(F)(F)F)C=1C=C3CCN(CC3=CC1)C(=O)OC(C)(C)C)CCC2